N-Acetyl-L-glutamic acid (N-Acetyl-L-glutamate) C(C)(=O)N[C@@H](CCC(=O)O)C(=O)O.C(C)(=O)N[C@@H](CCC(=O)O)C(=O)O